Cl.C(C)(C)(C)OC(=O)C1CCNCC1 4-piperidinecarboxylic acid t-butyl ester hydrochloride salt